2-(difluoromethoxy)-4-fluoro-1-nitro-benzene FC(OC1=C(C=CC(=C1)F)[N+](=O)[O-])F